N1(CCCCC1)CCOC1=CC=C(C(=O)N)C=C1 4-(2-(piperidin-1-yl)ethoxy)benzamide